C(C)OC(=O)C1OC1C1=CC=C(C=C1)OCCOCCOCCOCC 3-(4-{2-[2-(2-ethoxyethoxy)ethoxy]ethoxy}phenyl)oxirane-2-carboxylic acid ethyl ester